C1(=CC=CC=C1)N(C(C1=CC=C(C=C1)C(C)(C)C)=O)C1=CC=CC=C1 N,N-diphenyl-4-tert-butylbenzamide